FC=1C=C(C=CC1)[C@H]([C@@H]1N([C@H](CC1)C1=CC=C(C=C1)OC)C(=O)OC(C)(C)C)O tert-butyl (2R,5R)-2-((R)-(3-fluorophenyl)(hydroxy)methyl)-5-(4-methoxyphenyl)pyrrolidine-1-carboxylate